CN(S(=O)(=O)NC(C1=CC(=C(C=C1)C=1NC(C2=C(N1)NN=N2)=O)OCC)=O)C N-(N,N-dimethylsulfamoyl)-3-ethoxy-4-(7-oxo-6,7-dihydro-3H-[1,2,3]triazolo[4,5-d]pyrimidin-5-yl)benzamide